CN(C\C=C/1\C(N(CC1)C=1C=CC=2N=CN=C(C2N1)NC1=C(C=C(C(=C1)C)OC1=CC=2N(C=C1)N=CN2)F)=O)C (3E)-3-[2-(dimethylamino)ethylidene]-1-{4-[(2-fluoro-5-methyl-4-{[1,2,4]triazolo[1,5-a]pyridin-7-yloxy}phenyl)amino]pyrido[3,2-d]pyrimidin-6-yl}pyrrolidin-2-one